4-Chloro-6-methyl-2-oxo-1-phenyl-7-(trifluoromethyl)-1,2-dihydro-1,8-naphthyridine-3-carbonitrile ClC1=C(C(N(C2=NC(=C(C=C12)C)C(F)(F)F)C1=CC=CC=C1)=O)C#N